BrC=1C=NC(=NC1)C=1C=CC(=C(C[C@]2(C[C@H]([C@H](C2)F)NS(=O)(=O)CC)C(=O)O)C1)F.OC1=C(C=CC(=C1O)O)C(C)(C)C1=CC(=C(C(=C1)C)O)C 2-(2,3,4-trihydroxyphenyl)-2-(4'-hydroxy-3',5'-dimethylphenyl)propane (1R,3R,4S)-1-(5-(5-bromopyrimidin-2-yl)-2-fluorobenzyl)-3-(ethylsulfonamido)-4-fluorocyclopentane-1-carboxylate